N1(CCC1)C1=NC=C(C(=N1)C)[C@H](C)N1N=CC(=C1)NC(=O)C1=NC(=CN=C1)C1=C(C(=CC=C1C(F)F)Cl)F (S)-N-(1-(1-(2-(Azetidin-1-yl)-4-methylpyrimidin-5-yl)ethyl)-1H-pyrazol-4-yl)-6-(3-chloro-6-(difluoromethyl)-2-fluorophenyl)pyrazine-2-carboxamide